2-(2-carbamoylbenzothiophen-3-yl)morpholin C(N)(=O)C=1SC2=C(C1C1CNCCO1)C=CC=C2